N1(CCCC1)C1=NC=2N(C=C1)N=CC2C(=O)N 5-pyrrolidin-1-yl-pyrazolo[1,5-a]pyrimidine-3-carboxamide